ClC1=NC(=C(C(=N1)C(=O)OCC)F)Cl ethyl 2,6-dichloro-5-fluoro-pyrimidine-4-carboxylate